N2-(tert-Butoxycarbonyl)-N6-(3-((tert-butoxycarbonyl)amino)propanoyl)-L-lysine C(C)(C)(C)OC(=O)N[C@@H](CCCCNC(CCNC(=O)OC(C)(C)C)=O)C(=O)O